[Si]([O-])([O-])([O-])O[Si]([O-])([O-])[O-] Disilicat